4-(3-methyl-1,4-dioxo-1,4-dihydronaphthalene-2-carbonyl)benzonitrile CC1=C(C(C2=CC=CC=C2C1=O)=O)C(=O)C1=CC=C(C#N)C=C1